6-chloro-5-(4-((6-chloro-3-ethyl-2,4-dioxo-1,2,3,4-tetrahydroquinazolin-7-yl)methyl)piperazin-1-yl)-N-methylpicolinamide ClC1=C(C=CC(=N1)C(=O)NC)N1CCN(CC1)CC1=C(C=C2C(N(C(NC2=C1)=O)CC)=O)Cl